C(C)CC(C=CC)=O ethyl-3-penten-2-one